(R)-1-(((3-(3,3-difluorobutyl)-2-methyl-1,1-dioxido-5-phenyl-7-(trifluoromethyl)-2,3,4,5-tetrahydrobenzo[f][1,2,5]thiadiazepin-8-yl)oxy)methyl)cyclopropane-1-carboxylic acid FC(CC[C@H]1N(S(C2=C(N(C1)C1=CC=CC=C1)C=C(C(=C2)OCC2(CC2)C(=O)O)C(F)(F)F)(=O)=O)C)(C)F